BrC1=C2N(N=C1)CCC2 3-bromo-5,6-dihydro-4H-pyrrolo[1,2-B]Pyrazole